N-(3-phenylnaphthyl)-2-(naphthyl)-indole-13C C1(=CC=CC=C1)C=1C=C(C2=CC=CC=C2C1)N1[13C](=CC2=CC=CC=C12)C1=CC=CC2=CC=CC=C12